CC(C#N)(C)N1N=C(C(=C1)[N+](=O)[O-])OC1COC1 2-methyl-2-(4-nitro-3-(oxetan-3-yloxy)-1H-pyrazol-1-yl)propionitrile